COC1=CC=C(OC2=CC=C(N)C=C2)C=C1 4-(4-methoxyphenoxy)aniline